NCCOCCOCCOCCOCCOCCNC1=C2C(N(C(C2=CC=C1)=O)C1C(NC(CC1)=O)=O)=O 4-((17-amino-3,6,9,12,15-Pentaoxaheptadecyl)amino)-2-(2,6-dioxopiperidin-3-yl)isoindoline-1,3-dione